O1BOC(CNCC1=O)=O 1,3,6,2-dioxazaborocane-4,8-dione